1-(cyclopropylmethyl)-2-(1-((1-(3-fluorophenyl)-1H-pyrrolo[2,3-b]pyridin-4-yl)methyl)piperidin-4-yl)-1H-benzo[d]imidazole C1(CC1)CN1C(=NC2=C1C=CC=C2)C2CCN(CC2)CC2=C1C(=NC=C2)N(C=C1)C1=CC(=CC=C1)F